C(C)C1(CSC2=C(N(C1)C1=CC=CC=C1)C=C(C(=C2)OC)I)C 3-ethyl-7-iodo-8-methoxy-3-methyl-5-phenyl-2,3,4,5-tetrahydro-1,5-benzothiazepine